ClC1=CC=C(C=C1)N1C=NN(C1=O)CC1=CC(=C(OC(C(=O)OCC)(C)C)C(=C1)C)C Ethyl 2-(4-((4-(4-chlorophenyl)-5-oxo-4,5-dihydro-1H-1,2,4-triazol-1-yl) methyl)-2,6-dimethylphenoxy)-2-methylpropionate